CNC1CC12CN(C2)C=2N=CC(=NC2)C(=O)N 5-(1-(methylamino)-5-azaspiro[2.3]Hexane-5-yl)pyrazine-2-carboxamide